endo-N-(7-cyano-7-azabicyclo[2.2.1]heptan-2-yl)-4-(4-cyclopropyl-2-pyrimidinyl)-3,4-dihydro-2H-1,4-benzoxazine-7-carboxamide C(#N)N1C2C(CC1CC2)NC(=O)C2=CC1=C(N(CCO1)C1=NC=CC(=N1)C1CC1)C=C2